NC[C@@H]1OC(N2[C@H]1COC1=C2C=CC(=C1)S(=O)(=O)N1CCN(CC1)C1=NC(=CC(=C1)S(=O)(=O)C1CC1)Cl)=O cis-3-(aminomethyl)-7-[4-(6-chloro-4-cyclopropylsulfonyl-2-pyridyl)piperazin-1-yl]sulfonyl-3a,4-dihydro-3H-oxazolo[4,3-c][1,4]benzoxazin-1-one